Cl.NC(C(=O)NC)C(C)(C)C 2-amino-N,3,3-trimethylbutanamide hydrochloride